ClC=1N=C(C2=C(N1)C=CN2COCC[Si](C)(C)C)OCC2=CC=C(C=C2)C=2N(C=C(N2)C(F)(F)F)C 2-[[2-chloro-4-[[4-[1-methyl-4-(trifluoromethyl)imidazol-2-yl]phenyl]methoxy]pyrrolo[3,2-d]pyrimidin-5-yl]methoxy]ethyl-trimethyl-silane